C(C)(C)(C)N(C(O)=O)C1=CC=C(C=C1)CC(=O)NC1=NC=CC(=C1)C=1C=C2C(=NNC2=CC1)N.NC1=NNC2=CC=C(C=C12)C1=CC(=NC=C1)NC(CC1=CC=C(C=C1)N)=O N-(4-(3-amino-1H-indazol-5-yl)pyridin-2-yl)-2-(4-aminophenyl)acetamide tert-butyl-(4-(2-((4-(3-amino-1H-indazol-5-yl)pyridin-2-yl)amino)-2-oxoethyl)phenyl)carbamate